C(C1=CC=CC=C1)N(N)C(CO)CC 2-(1-benzylhydrazyl)-butan-1-ol